(-)-1-hydroxy-1-(3-hydroxyphenyl)-acetone OC(C(=O)C)C1=CC(=CC=C1)O